6-oxo-6-((3-pentyloxy)oxy)Caproic acid O=C(CCCCC(=O)O)OOC(CC)CC